C(C)(C)(C)OC(=O)N1CCN(CC1)C1=NC(=NC2=C(C(=C(C=C12)C(F)(F)F)Br)F)Cl 4-(7-bromo-2-chloro-8-fluoro-6-(trifluoromethyl)quinazolin-4-yl)piperazine-1-carboxylic acid tert-butyl ester